(3S,4R)-4-{[5-fluoro-7-(3-fluoro-3-methylbutan-2-yl)-6-iodopyrrolo[2,1-f][1,2,4]triazin-2-yl]amino}oxan-3-yl acetate C(C)(=O)O[C@@H]1COCC[C@H]1NC1=NN2C(C=N1)=C(C(=C2C(C)C(C)(C)F)I)F